5-((5-Aminopyrazin-2-yl)amino)-6-(4-methoxyphenyl)-2,3-diphenylpyrazolo[1,5-a]pyrimidin-7(4H)-one NC=1N=CC(=NC1)NC=1NC=2N(C(C1C1=CC=C(C=C1)OC)=O)N=C(C2C2=CC=CC=C2)C2=CC=CC=C2